C(C)(=O)O.FC=1C=C(C=C(C1)F)[C@H]1CC[C@H](CC1)OC[C@@H]1NCCC[C@@H]1NS(=O)(=O)C N-(cis-2-(((cis-4-(3,5-difluorophenyl)cyclohexyl)oxy)methyl)piperidin-3-yl)methanesulfonamide acetate salt